3-piperazinyl-silane N1CC(NCC1)[SiH3]